SCC1=CC=C(C=C1)S(=O)(=O)O sulfhydryl-p-toluenesulfonic acid